BrC1=C2C(=CC(=C1)C(=O)OC)N(C(C21OC1)=O)CC1=CC=C(C=C1)OC methyl 4-bromo-1-(4-methoxybenzyl)-2-oxospiro[indoline-3,2'-oxirane]-6-carboxylate